bis(dimethylbismuthanylsulfanyl)(methyl)bismuthane C[Bi](C)S[Bi](C)S[Bi](C)C